Sodium hydrogenphosphat P(=O)(O)([O-])[O-].[Na+].[Na+]